3-(2-amino-4-chloropyridin-3-yl)propionamide NC1=NC=CC(=C1CCC(=O)N)Cl